tert-butyl (S)-((1-(4-ethoxy-5-((8-fluoro-2-methylimidazo[1,2-a]pyridin-6-yl)carbamoyl)pyrimidin-2-yl)pyrrolidin-3-yl)methyl)(methyl)carbamate C(C)OC1=NC(=NC=C1C(NC=1C=C(C=2N(C1)C=C(N2)C)F)=O)N2C[C@H](CC2)CN(C(OC(C)(C)C)=O)C